3-((S)-1-acryloylpiperidine-3-carboxamido)-N-((S)-2-(dimethylamino)-1-phenylethyl)-6,6-dimethyl-4,6-dihydropyrrolo[3,4-c]pyrazole-5(1H)-carboxamide C(C=C)(=O)N1C[C@H](CCC1)C(=O)NC=1C2=C(NN1)C(N(C2)C(=O)N[C@H](CN(C)C)C2=CC=CC=C2)(C)C